2-[3,5-dichloro-4-[(4-hydroxy-3-imidazol-1-yl-phenyl)methyl]phenoxy]acetic acid ClC=1C=C(OCC(=O)O)C=C(C1CC1=CC(=C(C=C1)O)N1C=NC=C1)Cl